C(N)(=O)C1=CC=C(CN2C=NC3=C2C=C(C=C3)C3=NNC(=C3)NC(C3=CC=C(C=C3)NC3CCN(CC3)C)=O)C=C1 N-(3-(1-(4-carbamoylbenzyl)-1H-benzo[d]imidazol-6-yl)-1H-pyrazol-5-yl)-4-((1-methylpiperidin-4-yl)amino)benzamide